phenyl-epoxyethane C1(=CC=CC=C1)C1CO1